di-stearyl-dimethyl-ammonium chloride [Cl-].C(CCCCCCCCCCCCCCCCC)[N+](C)(C)CCCCCCCCCCCCCCCCCC